(R)-N-(1-cyclopropyl-2-hydroxyethyl)-6-methoxy-8-(4-methylpiperidin-1-yl)quinoline-3-carboxamide C1(CC1)[C@H](CO)NC(=O)C=1C=NC2=C(C=C(C=C2C1)OC)N1CCC(CC1)C